2-(cyclopropylmethoxy)-6-ethylbenzene-1-sulfonamide C1(CC1)COC1=C(C(=CC=C1)CC)S(=O)(=O)N